O1CCN(CC1)[C@H]1CC[C@H](CC1)NC1=NN2C(C=N1)=C(C=C2)C=2C=C1N=CC=NC1=CC2 N-(cis-4-morpholinocyclohexyl)-5-(quinoxalin-6-yl)pyrrolo[2,1-f][1,2,4]triazin-2-amine